Bis(trimethylsilyl-cyclopentadienyl)hafnium C[Si](C)(C)C1(C=CC=C1)[Hf]C1(C=CC=C1)[Si](C)(C)C